OC[C@H](C(=O)N[C@H](C)C1=CC=CC=C1)C1=CC=C(C=C1)OCC(CCC)C (2R)-3-Hydroxy-2-{4-[(2-methylpentyl)oxy]phenyl}-N-[(1R)-1-phenylethyl]propanamide